Cl.N1[C@@H](CCC1)C(=O)N1CCN(CCC1)C1=NC=CC=N1 (S)-1-prolyl-4-(pyrimidin-2-yl)-1,4-diazepane hydrochloride